dioxanon O1C(COCC1)=O